((7R)-7-Amino-2-azabicyclo[2.2.1]heptan-2-yl)(2-(1-(cyclopropylmethyl)-6-(5-fluoro-2-methoxypyridin-4-yl)-1H-pyrrolo[2,3-b]pyridin-2-yl)-3-methylpyrazolo[1,5-a]pyridin-6-yl)methanone N[C@H]1C2N(CC1CC2)C(=O)C=2C=CC=1N(C2)N=C(C1C)C1=CC=2C(=NC(=CC2)C2=CC(=NC=C2F)OC)N1CC1CC1